4-Isopropyl-5-(8-methyl-[1,2,4]triazolo[1,5-a]pyridin-6-yl)-N-(piperidin-4-yl)-1H-pyrazole-3-carboxamide C(C)(C)C=1C(=NNC1C=1C=C(C=2N(C1)N=CN2)C)C(=O)NC2CCNCC2